CNC1=C(C=C(C=C1)F)CCC=C methyl-2-(but-3-en-1-yl)-4-fluoroaniline